3,3'-decamethylenebis(5-methyl-1H-1,2,4-triazole) CC1=NC(=NN1)CCCCCCCCCCC1=NNC(=N1)C